C(C)(C)(C)OC(=O)CCOC=1C(=C(C2=CC=CC=C2C1)C1=CC=CC2=CC=CC=C12)OCCC(=O)OC(C)(C)C bis(2-t-butoxycarbonylethoxy)-1,1'-binaphthyl